2-amino-7-ethyl-5-oxo-5H-[1]benzopyrano[2,3-b]pyridine-3-carbonitrile NC1=C(C=C2C(=N1)OC1=C(C2=O)C=C(C=C1)CC)C#N